2-(4-(2-(4-(3-(4-cyano-3-(trifluoromethyl)phenyl)-5,5-dimethyl-2,4-dioxoimidazolidin-1-yl)-2-ethylphenoxy)ethyl)piperazin-1-yl)-N-(3-(2,6-dioxopiperidin-3-ylamino)phenyl)acetamide C(#N)C1=C(C=C(C=C1)N1C(N(C(C1=O)(C)C)C1=CC(=C(OCCN2CCN(CC2)CC(=O)NC2=CC(=CC=C2)NC2C(NC(CC2)=O)=O)C=C1)CC)=O)C(F)(F)F